(R)-N-(4-((5-(2-fluorophenyl)pyridin-3-yl)amino)-7-((1-methylpyrrolidin-3-yl)oxy)quinazolin-6-yl)acrylamide FC1=C(C=CC=C1)C=1C=C(C=NC1)NC1=NC=NC2=CC(=C(C=C12)NC(C=C)=O)O[C@H]1CN(CC1)C